CC(CCN)CCCN 3-methyl-1,6-hexanediamine